P(=O)([O-])([O-])F.[Na+].[Na+] sodium monofluorophosphate